5-((6-(3-(difluoromethyl)-4-fluorophenyl)-1H-pyrazolo[4,3-b]pyridin-1-yl)methyl)-N-methyl-1,3,4-thiadiazol-2-amine FC(C=1C=C(C=CC1F)C=1C=C2C(=NC1)C=NN2CC2=NN=C(S2)NC)F